OC=1C=C(C=C(C1O)O)C1OC=2C(CC1O)=C(C=C(C2)O)O 2-(3,4,5-trihydroxyphenyl)-3,4-dihydro-1(2H)-benzopyran-3,5,7-triol